5-[[2-methoxy-4-(5-oxa-2,8-diazaspiro[3.5]nonan-2-ylmethyl)phenyl]methyl]-N4-pentyl-pyrrolo[3,2-d]pyrimidine-2,4-diamine COC1=C(C=CC(=C1)CN1CC2(C1)OCCNC2)CN2C=CC=1N=C(N=C(C12)NCCCCC)N